N(=[N+]=[N-])C(C(=O)C1=CC=C(C=C1)OC(C)(C)C)(F)F 2-azido-1-(4-(t-butoxy)phenyl)-2,2-difluoroethane-1-one